5-(2-(trifluoromethyl)benzamido)-1H-imidazole-4-carboxamide FC(C1=C(C(=O)NC2=C(N=CN2)C(=O)N)C=CC=C1)(F)F